2-(2-(1-(Cyclopropylsulfonyl)-1H-pyrazol-4-yl)pyrimidin-4-yl)-N4-((1s,4s)-4-fluorocyclohexyl)-5-(6-((1-methylpiperidin-4-yl)oxy)pyridazin-3-yl)pyridine-2,4-diamine C1(CC1)S(=O)(=O)N1N=CC(=C1)C1=NC=CC(=N1)C1(NC=C(C(=C1)NC1CCC(CC1)F)C=1N=NC(=CC1)OC1CCN(CC1)C)N